C(C(C)C)[C@H]1CC(NC1)=O (S)-4-isobutyl-2-pyrrolidone